(2-hexyloxy)-4-nitroaniline CC(CCCC)ONC1=CC=C(C=C1)[N+](=O)[O-]